CC1=CNC2=C1C=NC=C2 3-methyl-1H-pyrrolo[3,2-c]pyridine